2-cyclopropyl-5-(4-methylpiperazin-1-yl)aniline C1(CC1)C1=C(N)C=C(C=C1)N1CCN(CC1)C